heptyl 3-ethyl-13-hexyl-7-(2-((2-octyldecanoyl)oxy)ethyl)-11-oxo-10,12-dioxa-3,7-diazaoctadecane-18-oate C(C)N(CC)CCCN(CCOC(OC(CCCCC(=O)OCCCCCCC)CCCCCC)=O)CCOC(C(CCCCCCCC)CCCCCCCC)=O